3-(imidazol-1-yl)-5-(2-methoxyethoxy)-N-[6-(trifluoromethyl)pyridin-3-yl]benzamide N1(C=NC=C1)C=1C=C(C(=O)NC=2C=NC(=CC2)C(F)(F)F)C=C(C1)OCCOC